CC=1C=NN(C1)C1=NC=CC(=C1)CO (2-(4-methyl-1H-pyrazol-1-yl)pyridin-4-yl)methanol